NC1=C2C=NC(=NC2=CC(=C1F)C1=C(C2=C(OCCN2)N=C1)C)NC=1C=C2CC[C@@H](C2=CC1)NC(C)=O |o1:29| (S or R)-N-(5-((5-amino-6-fluoro-7-(8-methyl-2,3-dihydro-1H-pyrido[2,3-b][1,4]oxazin-7-yl)quinazolin-2-yl)amino)-2,3-dihydro-1H-inden-1-yl)acetamide